CC=1C=C2C3(C4=C(NC2=CC1)NC(NC4=O)=S)C(NC=4C=CC1=C(C43)C=CC=C1)=O 7'-methyl-2'-thioxo-2',3'-dihydro-1'H-spiro[benzo[e]indole-1,5'-pyrimido[4,5-b]quinoline]-2,4'(3H,10'H)-dione